(R)- or (S)-2-(4-fluoro-2,6-diisopropylphenyl)-N-(3-fluoro-5-(2-hydroxypropan-2-yl)thiophen-2-ylsulfonimidoyl)acetamide FC1=CC(=C(C(=C1)C(C)C)CC(=O)N[S@](=O)(=N)C=1SC(=CC1F)C(C)(C)O)C(C)C |o1:14|